N-(1-(2-hydroxy-2-methylpropyl)-3-(pyridin-2-yl)-1H-pyrazol-4-yl)-5-(1-methyl-1H-pyrazol-4-yl)furan-2-carboxamide 2,2,2-trifluoroacetate FC(C(=O)O)(F)F.OC(CN1N=C(C(=C1)NC(=O)C=1OC(=CC1)C=1C=NN(C1)C)C1=NC=CC=C1)(C)C